ethyl 4-(2-methoxyethoxymethyl)pyridine-2-carboxylate COCCOCC1=CC(=NC=C1)C(=O)OCC